FC=1C=C(C=CC1N1C(=C(C=2C1=NC=CC2)C2=C1C=NNC1=CC=C2C)C)NC(C#C)=O N-(3-fluoro-4-(2-methyl-3-(5-methyl-1H-indazol-4-yl)-1H-pyrrolo[2,3-b]pyridin-1-yl)phenyl)propynamide